ClC(C1=NC(=NO1)C1=CC=C(C=C1)C(CSCC1=CC=C(C=C1)C)=O)(F)F 1-(4-(5-(chlorodifluoromethyl)-1,2,4-oxadiazol-3-yl)phenyl)-2-((4-methylbenzyl)thio)ethan-1-one